4-methyl-6-(2-pyridyl)-1,5-naphthyridin-2-amine CC1=CC(=NC2=CC=C(N=C12)C1=NC=CC=C1)N